FC(C1=NN=C(O1)C1=CC(=C(C=C1)C(C)N1N=NC(=C1)C=1C=C(C=CC1)NC(=O)N1CCOCC1)F)F N-(3-(1-(1-(4-(5-(difluoromethyl)-1,3,4-oxadiazol-2-yl)-2-fluorophenyl)ethyl)-1H-1,2,3-triazol-4-yl)phenyl)morpholine-4-carboxamide